N,N-diethyl-2-(1-(4-fluorobenzyl)piperidin-4-yl)-1,2,3,4-tetrahydroisoquinolin-6-amine C(C)N(C=1C=C2CCN(CC2=CC1)C1CCN(CC1)CC1=CC=C(C=C1)F)CC